methyl (4-(1-(1-(5-(6-amino-3-chloro-2-fluorophenyl)pyridin-2-yl)-3-(difluoromethoxy)propyl)-1H-pyrazol-4-yl)phenyl)carbamate NC1=CC=C(C(=C1C=1C=CC(=NC1)C(CCOC(F)F)N1N=CC(=C1)C1=CC=C(C=C1)NC(OC)=O)F)Cl